(cyanomethyl)(2-((2R,3S,4S,5S)-3,4,5-trihydroxy-6-(4-methoxyphenoxy)tetrahydro-2H-pyran-2-yl)ethyl)phosphinic acid C(#N)CP(O)(=O)CC[C@H]1OC([C@H]([C@H]([C@@H]1O)O)O)OC1=CC=C(C=C1)OC